N1C(=CC=C1)CCS 2-(1H-Pyrrol-2-yl)ethanethiol